C(C)[C@]1(C(OCC=2C(N3CC=4C(=NC=5C=C(C(=CC5C4CO)NC(CNC(OC(C)(C)C)=O)=O)F)C3=CC21)=O)=O)O tert-butyl (S)-(2-((4-ethyl-8-fluoro-4-hydroxy-11-(hydroxymethyl)-3,14-dioxo-3,4,12,14-tetrahydro-1H-pyrano[3',4':6,7]indolizino[1,2-b]quinolin-9-yl)amino)-2-oxoethyl)carbamate